tetraimidazoline copper chloride [Cu](Cl)Cl.N1C=NCC1.N1C=NCC1.N1C=NCC1.N1C=NCC1